FC(OC1=CC(=CC=2N(C=NC21)C[C@H]2OCC2)C(=O)O)F 4-difluoromethoxy-1-(((S)-oxetan-2-yl)methyl)-1H-benzimidazole-6-carboxylic acid